N1,N1-dibenzyl-N4-(3,3,3-trifluoropropyl)cyclohexane-1,4-diamine C(C1=CC=CC=C1)N(C1CCC(CC1)NCCC(F)(F)F)CC1=CC=CC=C1